Cl.FC1=CC=C(C=C1)NC(=O)C1(CC1)C(=O)NC1=CC=C(C=C1)OC1=CC=NC2=CC(=CC=C12)C=1C=NC=CC1 1-N'-(4-fluorophenyl)-1-N-[4-(7-pyridin-3-ylquinolin-4-yl)oxyphenyl]Cyclopropane-1,1-dicarboxamide hydrochloride